(R)-2-(2-(4-(benzyloxy)-1H-indole-3-carbonyl)pyrrolidin-1-yl)-1-phenyl-2λ2-ethan-1-one C(C1=CC=CC=C1)OC1=C2C(=CNC2=CC=C1)C(=O)[C@@H]1N(CCC1)[C]C(=O)C1=CC=CC=C1